Trans-N-[3-[bis(2-aminoethyl)amino]propyl]-4-[[2-chloro-6-[4-[4-[(4R)-4-amino-2-oxo-pyrrolidin-1-yl]phenyl]sulfonylpiperazin-1-yl]-4-pyridyl]-difluoro-methyl]cyclohexanecarboxamide NCCN(CCCNC(=O)[C@@H]1CC[C@H](CC1)C(F)(F)C1=CC(=NC(=C1)N1CCN(CC1)S(=O)(=O)C1=CC=C(C=C1)N1C(C[C@H](C1)N)=O)Cl)CCN